FC1C(C(C(C(=O)[O-])(C=C1)F)(F)F)(F)F.CC(=CC[S+](C)C)C 3-methyl-2-butenyldimethyl-sulfonium hexafluorobenzoate